2-{[(3S)-3-{3-[(4-chloro-2-fluorophenoxy)methyl]-4-fluorophenyl}pyrrolidin-1-yl]methyl}-1-{[(2S)-oxetan-2-yl]methyl}-1H-1,3-benzodiazole-6-carboxylic acid ClC1=CC(=C(OCC=2C=C(C=CC2F)[C@H]2CN(CC2)CC2=NC3=C(N2C[C@H]2OCC2)C=C(C=C3)C(=O)O)C=C1)F